2-propylmercapto-6-aminopyrimidin-4(3H)-one C(CC)SC1=NC(=CC(N1)=O)N